pyrrolo[3,4-d]pyrimidin-5-one N1=CN=CC2=C1C=NC2=O